CCCCCCCCCC1=CC=CC=C1OP(OC2=CC=CC=C2CCCCCCCCC)OC3=CC=CC=C3CCCCCCCCC tris(nonylphenyl)phosphite